2-(6-chloro-1-((2R,3R)-3-fluoro-2-methylazetidin-1-yl)-2,7-naphthyridin-4-yl)prop-2-ene ClC=1C=C2C(=CN=C(C2=CN1)N1[C@@H]([C@@H](C1)F)C)C(C)=C